(±)-trans-4-phenyl-3-{[3-(6-fluoropyridin-3-yl)phenyl]Carbamoyl}pyrrolidine-1-Formic acid tert-butyl ester C(C)(C)(C)OC(=O)N1C[C@H]([C@@H](C1)C1=CC=CC=C1)C(NC1=CC(=CC=C1)C=1C=NC(=CC1)F)=O |r|